C1(CCCCC1)NCCCCCCC(=O)NC1=CC=C(C=C1)C1C(NC(CC1)=O)=O 7-(cyclohexylamino)-N-(4-(2,6-dioxopiperidin-3-yl)phenyl)heptanamide